O1C(=O)C=CC2=CC(=CC=C12)P(O)(=O)O Coumarin-6-phosphonic acid